5-methyl-7-{3-[(5-methyl-1-propyl-1H-pyrazol-3-yl)carbamoyl]azetidin-1-yl}-4-oxo-1,4-dihydro-1,8-naphthyridine-3-carboxylic acid CC1=C2C(C(=CNC2=NC(=C1)N1CC(C1)C(NC1=NN(C(=C1)C)CCC)=O)C(=O)O)=O